OCC(CN1CCOCC1)NC(=O)C1=C(OC2=C1C=C(C=C2)OCC2=CN=C(S2)C)C N-(1-hydroxy-3-morpholinopropan-2-yl)-2-methyl-5-((2-methylthiazol-5-yl)methoxy)benzofuran-3-carboxamide